C(C)OC(N[C@@H](C(C)(C)C)C(=O)N1C([C@@H]2C(C2C1)(C)C)C(N[C@H](C(=O)N)CC1=CNC2=CC=CC=C12)=O)=O N-[(1S)-1-[(1S)-2-[[(1S)-2-amino-1-(1H-indol-3-ylmethyl)-2-oxo-ethyl]carbamoyl]-6,6-dimethyl-3-azabicyclo[3.1.0]hexane-3-carbonyl]-2,2-dimethyl-propyl]carbamic acid ethyl ester